ClC=1C=C(OCC(=O)N)C=C(C1CC1=CC(=C(C=C1)O)C=1C=NN(C1)C1CC1)Cl 2-(3,5-dichloro-4-(3-(1-cyclopropyl-1H-pyrazol-4-yl)-4-hydroxybenzyl)phenoxy)acetamide